3,5-diethyl-1,2-dihydro-1-(4-methoxyphenyl)-2-propylpyridine C(C)C=1C(N(C=C(C1)CC)C1=CC=C(C=C1)OC)CCC